C1(CCCC1)C1=CC(=NN1)NC1=CC(NC2=CC=CN=C12)=O 4-((5-cyclopentyl-1H-pyrazol-3-yl)amino)-1,5-naphthyridin-2(1H)-one